COC=1C=C(C=CC1)NC=1N=CN=NC1C(=O)N 5-((3-methoxyphenyl)amino)-1,2,4-triazine-6-carboxamide